FC=1C=C2C(=NNC2=CC1OCCOC)C1=NOC(=C1)C1=CC=C(C=C1)C(=O)N1[C@@H](CC1)C(C)(C)O (4-{3-[5-Fluoro-6-(2-methoxy-ethoxy)-1H-indazol-3-yl]-isoxazol-5-yl}-phenyl)-[(S)-2-(1-hydroxy-1-methyl-ethyl)-azetidin-1-yl]-methanone